C1(CC1)C=1C=C(OC2CN(C2)C(=O)N2CC3(C2)CC(C3)C=3C=NC(=CC3)C(F)(F)F)C=CC1C(F)(F)F [3-[3-cyclopropyl-4-(trifluoromethyl)phenoxy]azetidin-1-yl]-[6-[6-(trifluoromethyl)-3-pyridyl]-2-azaspiro[3.3]heptan-2-yl]methanone